BrC1=CC(=CC=2C=COC21)C[C@H](C(=O)OC(C)(C)C)[C@@H]2CN(CC2)C(=O)OC(C)(C)C Tert-butyl (R)-3-((S)-3-(7-bromobenzofuran-5-yl)-1-(tert-butoxy)-1-oxopropan-2-yl)pyrrolidine-1-carboxylate